COC(=O)C1CCC(CC1)N1C(NC2=C1C=CC=C2F)=O 4-(4-fluoro-2-oxo-2,3-dihydro-1H-1,3-benzodiazol-1-yl)cyclohexane-1-carboxylic acid methyl ester